1-(2-chloro-5-fluorophenyl)-7-fluoro-8-(3-fluoro-5-(trifluoromethyl)benzamido)-N-methyl-3-oxo-1,2,3,4-tetrahydropyrrolo[1,2-a]pyrazine-6-carboxamide ClC1=C(C=C(C=C1)F)C1C=2N(CC(N1)=O)C(=C(C2NC(C2=CC(=CC(=C2)C(F)(F)F)F)=O)F)C(=O)NC